7-((2S,5R)-2,5-diethyl-4-(1-(3-fluoropyrazolo[1,5-a]pyrimidin-5-yl)ethyl)piperazin-1-yl)-4-methyl-2,4-dihydro-5H-pyrazolo[4,3-d]pyrimidin-5-one C(C)[C@@H]1N(C[C@H](N(C1)C(C)C1=NC=2N(C=C1)N=CC2F)CC)C=2C=1C(N(C(N2)=O)C)=CNN1